dimethyl-[2-(dimethylvinylsilyl)ethyl]silylmethanol CC(O)([SiH2]CC[SiH2]C=C(C)C)C